(S)-methyl-2-((S)-2-(6-chloro-4-methoxy-1H-indole-2-carboxamido)-4,4-dimethylpentanamido)-3-((S)-2-oxopiperidin-3-yl)propanoate COC([C@H](C[C@H]1C(NCCC1)=O)NC([C@H](CC(C)(C)C)NC(=O)C=1NC2=CC(=CC(=C2C1)OC)Cl)=O)=O